OC1C[C@H]2[C@H]3[C@](CC[C@@H]2[C@]2(CC[C@@H](C[C@H]12)OC(C)=O)C)([C@H](CC3)[C@H](C)CCCC(C)(C)O)C acetic acid-(1R,3aS,3bS,5aS,7S,9aR,9bS,11aR)-5-hydroxyl-1-[(2R)-6-hydroxyl-6-methylhept-2-yl]-9a,11a-Dimethylhexadecahydro-1H-cyclopenta[1,2-i]phenanthrene-7-yl ester